2-(9,9-dimethyl-9H-fluoren-2-yl)4-(9,9-diphenyl-9H-fluoren-4-yl)-6-phenyl-1,3,5-triazine CC1(C2=CC=CC=C2C=2C=CC(=CC12)C1=NC(=NC(=N1)C1=CC=CC=2C(C3=CC=CC=C3C12)(C1=CC=CC=C1)C1=CC=CC=C1)C1=CC=CC=C1)C